COC(C1=C(C(=CC(=C1)C1=NC2=C(N1)C=CC(=C2)N2CCC2)OC)O)=O.C(C)(=O)NC2=NC=CC(=C2)C=2C=CC(=C(C(=O)N)C2)OC[C@@](CC(=C)C)(C)N (S)-5-(2-acetylaminopyridin-4-yl)-2-((2-amino-2,4-dimethylpent-4-en-1-yl)oxy)Benzamide methyl-5-(5-(azetidin-1-yl)-1H-benzo[d]imidazol-2-yl)-2-hydroxy-3-methoxybenzoate